C(N)(OC(C(=NNC1=CC(=C(C(=C1)Cl)OC1=CN(C(C=C1)=O)C(C)C)Cl)C#N)=O)=O 2-cyano-2-(2-(3,5-dichloro-4-((1-isopropyl-6-oxo-1,6-dihydropyridin-3-yl)oxy)phenyl)hydrazono)acetyl carbamate